The molecule is a tripeptide composed of glycine, L-proline and 3-hydroxy-L-proline units joined in sequence by peptide linkages. It has a role as a metabolite. It derives from a glycine, a L-proline and a 3-hydroxy-L-proline. C1C[C@H](N(C1)C(=O)CN)C(=O)N2CCC([C@H]2C(=O)O)O